2-chloro-4-(2,2-difluorospiro[3.3]heptan-6-yl)-6,7-dimethyl-pteridine ClC1=NC2=NC(=C(N=C2C(=N1)C1CC2(CC(C2)(F)F)C1)C)C